(6-(2-(1-ethyl-1H-pyrazol-4-yl)-2-Methylpropionyl)pyridin-3-yl)carbamate C(C)N1N=CC(=C1)C(C(=O)C1=CC=C(C=N1)NC([O-])=O)(C)C